5-(4-fluorophenyl)-1-(oxetan-3-yl)-4-oxopyridine-3-carboxamide FC1=CC=C(C=C1)C=1C(C(=CN(C1)C1COC1)C(=O)N)=O